C(C)N1CCOCC1 4-ethylmorpholine